ClC=1N=CC2=C(N1)N(C=C2C)CC2CCOCC2 2-Chloro-5-methyl-7-((tetrahydro-2H-pyran-4-yl)methyl)-7H-pyrrolo[2,3-d]pyrimidine